2-methyl-7-nitro-1,2,3,4-tetrahydroisoquinolin-6-ol CN1CC2=CC(=C(C=C2CC1)O)[N+](=O)[O-]